CC=1C(=NC=C(C1C)C(F)(F)F)C(=O)O 3,4-dimethyl-5-(trifluoromethyl)picolinic acid